C[C@H](O)[C@H](O)CO 1-deoxyerythritol